BrC=1NC(=C(N1)Br)Br 2,4,5-tribromo-1H-imidazole